6-[8-(1,3-benzothiazol-2-ylcarbamoyl)-3,4-dihydroisoquinolin-2(1H)-yl]-3-(2-methyl-3-{methyl[tricyclo[3.3.1.13,7]dec-1-ylmethyl]amino}phenyl)pyridine-2-carboxylic acid tert-butyl ester C(C)(C)(C)OC(=O)C1=NC(=CC=C1C1=C(C(=CC=C1)N(CC12CC3CC(CC(C1)C3)C2)C)C)N2CC3=C(C=CC=C3CC2)C(NC=2SC3=C(N2)C=CC=C3)=O